CC(C(C)=O)C(C(C)=O)C 3,4-dimethyl-2,5-hexanedione